2-((3-chloro-2-methylphenyl)amino)-N-(6-methoxy-2-methylpyridin-3-yl)-5-(trifluoromethyl)nicotinamide ClC=1C(=C(C=CC1)NC1=C(C(=O)NC=2C(=NC(=CC2)OC)C)C=C(C=N1)C(F)(F)F)C